difluoromethylenepropylene FC(F)=C=CC